NC(C(=O)O)C(C)(C)S 2-Amino-3-mercapto-3-methylbutanoic acid